ClC1=CC(=C(N=N1)N)NC 6-chloro-N4-methyl-pyridazine-3,4-diamine